Heptadecan-9-Yl 9-Oxoheptadecanoate O=C(CCCCCCCC(=O)OC(CCCCCCCC)CCCCCCCC)CCCCCCCC